BrC=1C=2N(C=C(C1)OC[C@H](C)O)N=CC2C#N (S)-4-bromo-6-(2-hydroxypropoxy)pyrazolo[1,5-a]pyridine-3-carbonitrile